2-(3-ethylsulfanyl-5-ethynyl-2-pyridyl)-3-methyl-6-(1,1,2,2,2-pentafluoroethyl)imidazo[4,5-b]pyridine C(C)SC=1C(=NC=C(C1)C#C)C1=NC=2C(=NC=C(C2)C(C(F)(F)F)(F)F)N1C